[Fe-4](C#N)(C#N)(C#N)(C#N)(C#N)C#N.[Fe+3].[Fe-4](C#N)(C#N)(C#N)(C#N)(C#N)C#N.[Fe-4](C#N)(C#N)(C#N)(C#N)(C#N)C#N.[Fe+3].[Fe+3].[Fe+3] iron (III) ferrocyanide